C(C)(C)(C)OC(NC1=CC=2N(C=C1)N=CC2)=O tert-butylpyrazolo[1,5-a]pyridin-5-ylcarbamate